C(N)(=O)C1=CC2=C(OC[C@@H]3N2CCN(C3)C(=O)OC(C)(C)C)C=C1[N+](=O)[O-] tert-butyl (R)-9-carbamoyl-8-nitro-1,2,4a,5-tetrahydrobenzo[b]-pyrazino[1,2-d][1,4]oxazine-3(4H)-carboxylate